di[3-[3-(2H-benzotriazol-2-yl)-5-tert-butyl-4-hydroxyphenyl]-1-oxopropyl] ether N=1N(N=C2C1C=CC=C2)C=2C=C(C=C(C2O)C(C)(C)C)CCC(=O)OC(CCC2=CC(=C(C(=C2)C(C)(C)C)O)N2N=C1C(=N2)C=CC=C1)=O